4,4'-Biquinoline N1=CC=C(C2=CC=CC=C12)C1=CC=NC2=CC=CC=C12